2-oxa-3-azabicyclo[2.2.2]oct-5-en-3-carboxylate C12ON(C(C=C1)CC2)C(=O)[O-]